(R)-N-(chroman-4-yl)-2-(piperazin-1-yl)benzo[d]thiazole-6-carboxamide O1CC[C@H](C2=CC=CC=C12)NC(=O)C1=CC2=C(N=C(S2)N2CCNCC2)C=C1